CNC(C1=CC=C(C=C1)C(=C)C1=CC=2C(CCC(C2C=C1C)(C)C)(C)C)=O N-methyl-4-(1-(3,5,5,8,8-pentamethyl-5,6,7,8-tetrahydronaphthalen-2-yl)ethenyl)benzamide